CO[Si](CCCNC)(OC)OC trimethoxy[3-(methylamino)-propyl]silane